N-[4-[2-oxo-6-[3-(trifluoromethyl)morpholin-4-yl]-1H-pyridin-4-yl]-2-pyridyl]acetamide O=C1NC(=CC(=C1)C1=CC(=NC=C1)NC(C)=O)N1C(COCC1)C(F)(F)F